5-(2,4-difluorophenyl)-2-methyl-7-(2-(2-methylpyridin-4-yl)tetrahydro-2H-pyran-4-yl)pyrido[3,4-b]pyrazine FC1=C(C=CC(=C1)F)C1=NC(=CC=2C1=NC=C(N2)C)C2CC(OCC2)C2=CC(=NC=C2)C